N-(3-((6-(4H-1,2,4-triazol-4-yl)-1H-indazol-4-yl)amino)propyl)-3-((3-chloro-4-(trifluoromethoxy)benzyl)amino)propanamide N=1N=CN(C1)C1=CC(=C2C=NNC2=C1)NCCCNC(CCNCC1=CC(=C(C=C1)OC(F)(F)F)Cl)=O